FC(C1(CC1)CNC=1N=CC(=NC1)CC1CC2(CN(C2)C(=O)OC(C)(C)C)C1)(F)F tert-butyl 6-[[5-[[1-(trifluoromethyl) cyclopropyl] methylamino] pyrazin-2-yl] methyl]-2-azaspiro[3.3]heptane-2-carboxylate